FC1=CC(=NC(=C1)N1CCNC2(CC2)C1)C1=NC2=CC(=NC=C2C=C1)CNC(=O)C1=CC2=C(C(=N1)C)CCN2S(=O)(=O)C N-((2-(4-fluoro-6-(4,7-diazaspiro[2.5]octan-7-yl)pyridin-2-yl)-1,6-naphthyridin-7-yl)methyl)-4-methyl-1-(methylsulfonyl)-2,3-dihydro-1H-pyrrolo[3,2-c]pyridine-6-carboxamide